1-methyl-3-chloroindazole CN1N=C(C2=CC=CC=C12)Cl